[Br-].C[NH+](C)C N,N,N-trimethylammonium bromide